C1NCC12OC(NC2)=O 5-oxa-2,7-diaza-spiro[3.4]octan-6-one